N1CC(CCC1)CO 3-Piperidinyl-methanol